3-(2-{[1-(3-chloro(2-pyridyl))-3-fluorocyclobutyl]amino}pyrimidin-5-yl)-4-fluorobenzamide ClC=1C(=NC=CC1)C1(CC(C1)F)NC1=NC=C(C=N1)C=1C=C(C(=O)N)C=CC1F